3-[4-[3-[4-[(3R,5R)-5-[(5-chloro-1-methyl-6-oxo-pyridazin-4-yl)amino]-1-methyl-3-piperidyl]benzoyl]-3,9-diazaspiro[5.5]undecan-9-yl]-3-fluoro-2-methyl-phenyl]piperidine-2,6-dioneON ClC1=C(C=NN(C1=O)C)N[C@@H]1C[C@@H](CN(C1)C)C1=CC=C(C(=O)N2CCC3(CC2)CCN(CC3)C3=C(C(=C(C=C3)C3C(NC(C(C3)=O)=O)=O)C)F)C=C1